cyano-4'-methyl-biphenyl C(#N)C1=C(C=CC=C1)C1=CC=C(C=C1)C